1-(5-(3-(2-morpholinoethyl)-4-oxo-3,4-dihydroquinazolin-6-yl)benzo[d]thiazol-2-yl)-3-phenethylurea O1CCN(CC1)CCN1C=NC2=CC=C(C=C2C1=O)C=1C=CC2=C(N=C(S2)NC(=O)NCCC2=CC=CC=C2)C1